3-chloro-4-(1-methyl-1H-indol-3-yl)-1-phenyl-1H-pyrrole-2,5-dione ClC=1C(N(C(C1C1=CN(C2=CC=CC=C12)C)=O)C1=CC=CC=C1)=O